2-(carbamoylmethylamino)ethane C(N)(=O)CNCC